C(C=C)(=O)O.O(C1=CC=CC=C1)C(CO)OCCOCCOCCOCCOCCOCCO 2-phenoxyheptaethylene glycol acrylate